6-(methylsulfonyl)imidazo[1,2-a]pyrazine-2-carbaldehyde CS(=O)(=O)C=1N=CC=2N(C1)C=C(N2)C=O